3-[(3-chloro-5-fluoro-2-methoxyphenyl)amino]-2-(3-{[(2R)-1-(2-fluoroprop-2-enoyl)azetidin-2-yl]methoxy}pyridin-4-yl)-1H,5H,6H,7H-pyrrolo[3,2-c]pyridin-4-one ClC=1C(=C(C=C(C1)F)NC1=C(NC2=C1C(NCC2)=O)C2=C(C=NC=C2)OC[C@@H]2N(CC2)C(C(=C)F)=O)OC